C(C)(C)N1N=NC2=C1C=C(C=C2)C2=CC(=NC=C2)NC2=NC=CC(=C2)C(=O)N2CCN(CC2)C(C)C (2-((4-(1-isopropyl-1H-benzo[d][1,2,3]triazol-6-yl)pyridin-2-yl)amino)pyridin-4-yl)(4-isopropylpiperazin-1-yl)methanone